[Si](C)(C)(C(C)(C)C)O[C@@H]1C[C@H](N(C1)C(=O)OC(C)(C)C)C=1N(C=CN1)CCC1=CC(=CC=C1)Cl tert-butyl (2S,4R)-4-[tert-butyl(dimethyl)silyl]oxy-2-[1-[2-(3-chlorophenyl)ethyl]imidazol-2-yl]pyrrolidine-1-carboxylate